N-(2-((1S,3S)-3-aminocyclopentane-1-carboxamido)ethyl)-4-((3-(1-(cyanomethyl)-3-(trifluoromethyl)-1H-pyrazol-4-yl)imidazo[1,2-a]pyrazin-8-yl)amino)-2-ethylbenzamide N[C@@H]1C[C@H](CC1)C(=O)NCCNC(C1=C(C=C(C=C1)NC=1C=2N(C=CN1)C(=CN2)C=2C(=NN(C2)CC#N)C(F)(F)F)CC)=O